BrCC1=CSC=2C1=NC=CC2Cl 3-(bromomethyl)-7-chlorothieno[3,2-b]pyridine